5,9-dimethyldec-2,4-dienal CC(=CC=CC=O)CCCC(C)C